(2-(2,2-Dimethyl-4,6-dioxo-1,3-dioxane-5-ylidene)-2-hydroxyethyl)carbamic acid tert-butyl ester C(C)(C)(C)OC(NCC(O)=C1C(OC(OC1=O)(C)C)=O)=O